(E)-6-methoxy-5-(2-(6-(trifluoromethyl)tetrahydro-2H-pyran-3-yl)vinyl)pyridin-3-amine COC1=C(C=C(C=N1)N)\C=C\C1COC(CC1)C(F)(F)F